(5S,9R)-2-chloro-6,7,8,9-tetrahydro-5H-5,9-methanopyrido[3,2-c]azepine ClC=1C=CC=2[C@H]3NCC[C@@H](C2N1)C3